C(#N)C=1C=CC2=CN(N=C2C1OC1CC(C1)N(CC(=O)OCC)C)CC1=C2C=CNC2=C(C=C1OC)C ethyl N-(3-((6-cyano-2-((5-methoxy-7-methyl-1H-indol-4-yl)methyl)-2H-indazol-7-yl)oxy)cyclobutyl)-N-methylglycinate